FC=1C=C(C=CC1C)NC(=O)C1=CC=CC2=CC(=CC=C12)B1OC(C(O1)(C)C)(C)C N-(3-fluoro-4-methylphenyl)-6-(4,4,5,5-tetramethyl-1,3,2-dioxaborolan-2-yl)-1-naphthalenecarboxamide